NCCCNCCS 2-((3-aminopropyl)amino)ethanethiol